tert-butyl 4-[3-(5-{[(1S,2R)-2-{[(tert-butoxy) carbonyl]amino}cyclohexyl]carbamoyl}thiophen-3-yl) pyrazolo[1,5-a]pyrimidin-6-yl]piperazine-1-carboxylate C(C)(C)(C)OC(=O)N[C@H]1[C@H](CCCC1)NC(=O)C1=CC(=CS1)C=1C=NN2C1N=CC(=C2)N2CCN(CC2)C(=O)OC(C)(C)C